1-hexadecyl-2,3-dimethyl-imidazole bromate Br(=O)(=O)O.C(CCCCCCCCCCCCCCC)N1C(N(C=C1)C)C